COC(CCN)=O β-alanine methylester